1-[7-chloro-8-fluoro-2-(methylsulfanyl)pyrido[4,3-d]pyrimidin-4-yl]-3-(pent-4-en-1-yloxy)azepane ClC1=C(C=2N=C(N=C(C2C=N1)N1CC(CCCC1)OCCCC=C)SC)F